(1R,2S,5S)-N-[cyano-(5-hydroxy-1-methyl-pyrazol-4-yl)methyl]-3-[(2S)-3,3-dimethyl-2-[(2,2,2-trifluoroacetyl)amino]butanoyl]-6,6-dimethyl-3-azabicyclo[3.1.0]hexane-2-carboxamide C(#N)C(NC(=O)[C@@H]1[C@H]2C([C@H]2CN1C([C@H](C(C)(C)C)NC(C(F)(F)F)=O)=O)(C)C)C=1C=NN(C1O)C